4-(9H-carbazol-9-yl)-8-chloro-benzofuro[3,2-d]pyrimidine C1=CC=CC=2C3=CC=CC=C3N(C12)C=1C2=C(N=CN1)C1=C(O2)C=CC(=C1)Cl